Cl.NC=1C=CC=C2C=CC=C(C12)O 8-amino-1-naphthol hydrochloride